ClC=1C(=CC(=NC1)S(=O)(=O)N(COCC[Si](C)(C)C)C=1N=CSC1)C(F)(F)F 5-chloro-N-(thiazol-4-yl)-4-(trifluoromethyl)-N-((2-(trimethylsilyl)ethoxy)methyl)pyridine-2-sulfonamide